[1-[(R)-[(1R,2R)-2-[(8-fluoro-2,2-dimethyl-chroman-4-yl)carbamoyl]cyclopropyl]-pyridin-1-ium-3-yl-methyl]-4,4-dimethyl-6-oxo-hexahydropyrimidin-2-ylidene]ammonium FC=1C=CC=C2C(CC(OC12)(C)C)NC(=O)[C@H]1[C@@H](C1)[C@@H](N1C(NC(CC1=O)(C)C)=[NH2+])C=1C=[NH+]C=CC1